6-bromo-2-chloro-5-(2-fluorophenyl)thiazolo[4,5-b]pyridine BrC=1C=C2C(=NC1C1=C(C=CC=C1)F)N=C(S2)Cl